C(#N)/C(/C(=O)N[C@H](C)C1=CC(=C(C=C1)OC)OC)=C\C1=CNC2=NC=CC(=C21)C2=CC=C(C=C2)N2CCN(CC2)C (R,E)-2-cyano-N-(1-(3,4-dimethoxyphenyl)ethyl)-3-(4-(4-(4-methylpiperazin-1-yl)phenyl)-1H-pyrrolo[2,3-b]pyridin-3-yl)acrylamide